azaindoleboronic acid N1C(=NC2=CC=CC=C12)B(O)O